FC1=C(C(=CC=C1)OC)C1=NC=CC2=C1CN(C2=O)C2=NC(=CC=C2)N2CCN(CC2)CCC 4-(2-fluoro-6-methoxyphenyl)-2-(6-(4-propylpiperazin-1-yl)pyridin-2-yl)-2,3-dihydro-1H-pyrrolo[3,4-c]pyridin-1-one